tert-butyl (1S,4R)-2-(((benzyloxy)carbonyl) (3-(dimethylamino)-3-oxopropyl) amino)-7-azabicyclo[2.2.1]heptane-7-carboxylate C(C1=CC=CC=C1)OC(=O)N(C1[C@@H]2CC[C@H](C1)N2C(=O)OC(C)(C)C)CCC(=O)N(C)C